5-methyl-2-((7-methyl-2,3-dihydrobenzo[b][1,4]dioxin-6-yl)amino)-8-((tetrahydro-2H-pyran-4-yl)methyl)-5,8-dihydropteridine-6,7-dione CN1C=2C=NC(=NC2N(C(C1=O)=O)CC1CCOCC1)NC1=CC2=C(OCCO2)C=C1C